(2E,4E,6E,8E)-10-{[(3R,4S,5S,6R)-5-methoxy-4-[(2R)-2-methyl-3-(3-methylbut-2-enyl)oxiran-2-yl]-1-oxaspiro[2.5]octan-6-yl]oxy}-10-oxodeca-2,4,6,8-tetraenoic acid CO[C@H]1[C@@H]([C@@]2(CO2)CC[C@H]1OC(/C=C/C=C/C=C/C=C/C(=O)O)=O)[C@]1(OC1CC=C(C)C)C